5-(chloromethyl)-2-trifluoromethylpyridine ClCC=1C=CC(=NC1)C(F)(F)F